CC(CCCN1C(N(CC1)C1=CC=C2C(NS(C3=CC=CC(NCCC[C@H]4CC(N(C2=N1)C4)(C)C)=N3)(=O)=O)=O)=O)(C)C (14S)-8-[3-(4,4-dimethylpentyl)-2-oxoimidazolidin-1-yl]-12,12-dimethyl-2λ6-thia-3,9,11,18,23-pentaazatetracyclo[17.3.1.111,14.05,10]tetracosa-1(22),5,7,9,19(23),20-hexaene-2,2,4-trione